N-(2-(4-((4-(2-Acetyl-5-fluoro-1H-indol-3-yl)-1H-1,2,3-triazol-1-yl)methyl)piperidin-1-yl)ethyl)-2-chloro-2',6'-dimethoxy-[1,1'-biphenyl]-4-sulfonamid C(C)(=O)C=1NC2=CC=C(C=C2C1C=1N=NN(C1)CC1CCN(CC1)CCNS(=O)(=O)C1=CC(=C(C=C1)C1=C(C=CC=C1OC)OC)Cl)F